1-(2-(benzo[d][1,3]dioxol-5-yl)-5-(3-Methoxypropyl)Pyridin-3-yl)piperidine-4-carboxylic acid O1COC2=C1C=CC(=C2)C2=NC=C(C=C2N2CCC(CC2)C(=O)O)CCCOC